2-(5-(3,5-dichlorophenyl)-5-(trifluoromethyl)-4,5-dihydroisoxazol-3-yl)-N-(1-methyl-2,5-dioxopyrrolidin-3-yl)-2,3-dihydro-1H-pyrrolo[3,4-c]pyridine-6-carboxamide ClC=1C=C(C=C(C1)Cl)C1(CC(=NO1)N1CC=2C=NC(=CC2C1)C(=O)NC1C(N(C(C1)=O)C)=O)C(F)(F)F